N1C=CC=2C(=NC=CC21)C2=CC=C(C(=O)NCC=1C=NN(C1)CC(F)(F)F)C=C2 4-(1H-pyrrolo[3,2-c]pyridin-4-yl)-N-{[1-(2,2,2-trifluoroethyl)-1H-pyrazol-4-yl]methyl}benzamide